3-methoxy-2,2-dimethyl-1-[rac-(5S,7S)-7-fluoro-5-phenyl-6,7-dihydro-5H-pyrrolo[1,2-b][1,2,4]triazol-2-yl]propan-1-one COCC(C(=O)C=1N=C2N(N1)[C@@H](C[C@@H]2F)C2=CC=CC=C2)(C)C |r|